ClC1=CC=C(C=N1)S(=NC(C(F)(F)F)=O)(=O)C N-((6-chloropyridin-3-yl)(methyl)(oxo)-λ6-sulfanylidene)-2,2,2-trifluoroacetamide